ClC1=C(C=C(C=C1NC1=NC=2N(C(=N1)N(CC1=CC=C(C=C1)OC)C1CC1)N=CC2C#N)C#N)N2CC1(CCN(C1)C(=O)OC(C)(C)C)CC2C tert-butyl 7-(2-chloro-5-cyano-3-((8-cyano-4-(cyclopropyl(4-methoxybenzyl)amino)pyrazolo[1,5-a][1,3,5]triazin-2-yl)amino)phenyl)-8-methyl-2,7-diazaspiro[4.4]nonane-2-carboxylate